(S)-ethyl 2-methyl-5-(trifluoromethyl)-4,5,6,7-tetrahydro-2H-indazole-3-carboxylate CN1N=C2CC[C@@H](CC2=C1C(=O)OCC)C(F)(F)F